tert-butyl (1S,5R)-3-(7-chloro-8-fluoro-2-(methylsulfinyl)pyrido[4,3-d]pyrimidin-4-yl)-8-azabicyclo[3.2.1]oct-2-ene-8-carboxylate ClC1=C(C=2N=C(N=C(C2C=N1)C1=C[C@@H]2CC[C@H](C1)N2C(=O)OC(C)(C)C)S(=O)C)F